Methyl (((1-((3-fluorophenyl)sulfonyl)piperidin-4-yl)oxy)carbonyl)-L-leucinate FC=1C=C(C=CC1)S(=O)(=O)N1CCC(CC1)OC(=O)N[C@@H](CC(C)C)C(=O)OC